3-((2-(2,6-dioxopiperidin-3-yl)-1-oxoisoindolin-5-yl)methyl)urea O=C1NC(CCC1N1C(C2=CC=C(C=C2C1)CNC(N)=O)=O)=O